COCCN1C(=NC=2C1=NC(=CC2N2CCOCC2)N/N=C(\C)/C=2C=C(C=CC2)C)CN2CCOCC2 (E)-4-(3-(2-methoxyethyl)-2-(morpholinomethyl)-5-(2-(1-(m-tolyl)ethylidene)hydrazinyl)-3H-imidazo[4,5-b]pyridin-7-yl)morpholine